7-(piperidine-4-sulfonyl)-2,7-diazepine N1CCC(CC1)S(=O)(=O)N1C=CC=CN=C1